OC1C(CCCCCCCCCCCCC1)=O 2-Hydroxycyclopentadecanone